C(C)C1=C(C=C(C(=C1)C)N)N 4-ethyl-6-methyl-1,3-benzenediamine